(2R,4S)-2-(1-cyclopropylpyrazol-4-yl)tetralin C1(CC1)N1N=CC(=C1)[C@H]1CC2=CC=CC=C2CC1